FC=1C(=CC(=NC1)OC)C1=CC(=NN1)C(=O)N1C2(CC2)C[C@H](CC1)C(=O)NC1=C(C=CC=2N1N=CC2)F (S)-4-(5-(5-fluoro-2-methoxypyridin-4-yl)-1H-pyrazole-3-carbonyl)-N-(6-fluoropyrazolo[1,5-a]pyridin-7-yl)-4-azaspiro[2.5]octane-7-carboxamide